Citronelloxyacetaldehyde C(CC(C)CCC=C(C)C)OCC=O